2-N-[2-[4-(hydroxymethyl)cyclohexyl]-6-methyl-indazol-5-yl]-6-(trifluoromethyl)pyrazine-2-carboxamide OCC1CCC(CC1)N1N=C2C=C(C(=CC2=C1)NC(=O)C1=NC(=CN=C1)C(F)(F)F)C